C(C)(C)(C)C1=C(N)C=CC(=C1)F 2-(tert-butyl)-4-fluoroaniline